diethylenglycol diethyl ether C(C)OCCOCCOCC